ClC1=CC=C(C=C1)[C@H]1[C@H](CCC1)O (1S,2S)-2-(4-chlorophenyl)cyclopentan-1-ol